[S+2].S(=O)(=O)([O-])S(=O)[O-].[Na+] sodium metabisulphite sulfur